tert-butyl chloro-(3s,5s)-dihydroxyhexanoate Cl[C@H](C(C(=O)OC(C)(C)C)(O)O)CCC